N1C=NC(=C1)COC1=C(C=CC=C1)C=1C=NC=C(C1C)F 3-(2-((1H-imidazol-4-yl)methoxy)phenyl)-5-fluoro-4-methylpyridine